N-(2-(1,3,3-trimethylbutyl)phenyl)-1,3-dimethyl-5-fluoro-1H-pyrazole-4-carboxamide CC(CC(C)(C)C)C1=C(C=CC=C1)NC(=O)C=1C(=NN(C1F)C)C